COC1=C(C(=O)NC=2C=CC=C3C=CC(=NC23)C)C=CC=C1C 2-methoxy-3-methyl-N-(2-methylquinolin-8-yl)benzamide